C(C)(C)(C)OC(=O)N[C@H](CCCOC1=NC=CC(=N1)N(C(OC(C)(C)C)=O)C1=CC(=NN1C(C)(C)C)[C@@H]1C[C@@H](CC1)O[Si](C)(C)C(C)(C)C)C tert-butyl (2-(((S)-4-((tert-butoxycarbonyl)amino)pentyl)oxy)pyrimidin-4-yl)(1-(tert-butyl)-3-((1S,3R)-3-((tert-butyldimethylsilyl)oxy)cyclopentyl)-1H-pyrazol-5-yl)carbamate